4-[5-(2-aminoethyl)pyrimidin-2-yl]-3-(5-butyl-2-methylpyrazol-3-yl)oxybenzonitrile NCCC=1C=NC(=NC1)C1=C(C=C(C#N)C=C1)OC=1N(N=C(C1)CCCC)C